C(C)OC(C(C=NO)NNC=1C=C2C=NNC2=CC1)=O 2-[2-(1H-indazol-5-yl)hydrazino]-3-(hydroxyimino)propionic acid ethyl ester